O=C1NC(CCC1N1C(C2=CC=C(C=C2C1)CN(C1CCN(CC1)C1=NC(=C(C(=O)N)C=C1)C1=CC=C(C=C1)OC1=CC=CC=C1)C)=O)=O 6-(4-(((2-(2,6-dioxopiperidin-3-yl)-1-oxoisoindolin-5-yl)methyl)(methyl)amino)piperidin-1-yl)-2-(4-phenoxyphenyl)nicotinamide